[Si](C)(C)(C(C)(C)C)OC1C(COC1)NC1=NC(=NC=C1C=O)SC 4-((4-((tert-butyldimethylsilyl)oxy)tetrahydrofuran-3-yl)amino)-2-(methylthio)pyrimidine-5-carbaldehyde